4-(3-Methyl-2-oxobutyl)piperazine-1-carboxylic acid tert-butyl ester C(C)(C)(C)OC(=O)N1CCN(CC1)CC(C(C)C)=O